2,4,6-tri(4-aminophenyl)triazine NC1=CC=C(C=C1)N1NC(=CC(=N1)C1=CC=C(C=C1)N)C1=CC=C(C=C1)N